ClC1=NN2C(C=N1)=CN=C2C(C)CC 2-chloro-7-(sec-butyl)imidazo[4,3-f][1,2,4]triazine